C(C)(C)(C)OC(CCCC=O)=O 5-oxo-pentanoic acid tert-butyl ester